CC1=NNC2=CC=C(C=C12)C1=C2CN(C(C2=CC(=C1)NCC=1C=NC=CC1)=O)CC(C(=O)N)=C 2-{[4-(3-methyl-1H-indazol-5-yl)-1-oxo-6-{[(pyridin-3-yl)methyl]amino}-2,3-dihydro-1H-isoindol-2-yl]methyl}prop-2-enamide